ClC=1C(=C(CN2C(CC(CC2)(C(=O)O)CC2=NC(=CC=C2F)NC2=NNC(=C2)C)COC)C=CC1)F 1-(3-chloro-2-fluorobenzyl)-4-((3-fluoro-6-((5-methyl-1H-pyrazol-3-yl)amino)pyridin-2-yl)methyl)-2-(methoxymethyl)piperidine-4-carboxylic acid